NC12CC(C1)(C2)C(=O)O 3-Aminobicyclo[1.1.1]pentane-1-carboxylic Acid